Cyclobutylazepine C1(CCC1)C=1NC=CC=CC1